dihydro-1'H-[1,5'-bi-benzo[d]imidazole]-5-carboxamide N1(CNC2=C1C=CC(=C2)C(=O)N)C2=CC1=C(NC=N1)C=C2